3,3-bis(1-ethyl-2-methylindole-3-yl)phthalide C(C)N1C(=C(C2=CC=CC=C12)C1(OC(=O)C2=CC=CC=C12)C1=C(N(C2=CC=CC=C12)CC)C)C